FC=1C(=NC(=NC1)N1CCC(CC1)C(=O)N1OCC[C@H]1C1=NC(=CN=C1)OC)C(=O)N 5-Fluoro-2-[4-[(3S)-3-(6-methoxypyrazin-2-yl)isoxazolidine-2-carbonyl]-1-piperidyl]pyrimidine-4-carboxamide